ClC=1C=CC(=NC1)C(C(=O)N)(C)N1CC([C@H](C1)O)(F)F (5-chloropyridin-2-yl)-2-((s)-3,3-difluoro-4-hydroxypyrrolidin-1-yl)propanamide